amino-3-nitro-1,2,4-triazole NC1=NC(=NN1)[N+](=O)[O-]